N-(2-(4-(2-(4-(tert-butyl)-2-ethoxyphenyl)-4,5-bis(4-chlorophenyl)-4,5-dihydro-1H-imidazole-1-carbonyl)piperazin-1-yl)-2-oxoethyl)pent-4-ynamide C(C)(C)(C)C1=CC(=C(C=C1)C=1N(C(C(N1)C1=CC=C(C=C1)Cl)C1=CC=C(C=C1)Cl)C(=O)N1CCN(CC1)C(CNC(CCC#C)=O)=O)OCC